8-(4-(4-(2-((2-(2,6-dioxopiperidin-3-yl)-1-oxoisoindolin-5-yl)oxy)acetyl)piperazin-1-yl)piperidin-1-yl)-9-ethyl-6,6-dimethyl-11-oxo-6,11-dihydro-5H-benzo[b]carbazole-3-carbonitrile O=C1NC(CCC1N1C(C2=CC=C(C=C2C1)OCC(=O)N1CCN(CC1)C1CCN(CC1)C=1C(=CC2=C(C(C=3NC4=CC(=CC=C4C3C2=O)C#N)(C)C)C1)CC)=O)=O